1,3-bis(2,6-diisopropylphenyl)-3,4-dihydroquinazolin-1-ium trifluoromethanesulfonate FC(S(=O)(=O)[O-])(F)F.C(C)(C)C1=C(C(=CC=C1)C(C)C)[N+]1=CN(CC2=CC=CC=C12)C1=C(C=CC=C1C(C)C)C(C)C